N-(3,4-difluoro-5-(3-morpholinoquinoxaline-6-carbonyl)phenyl)-3-(trifluoromethyl)benzamide FC=1C=C(C=C(C1F)C(=O)C=1C=C2N=C(C=NC2=CC1)N1CCOCC1)NC(C1=CC(=CC=C1)C(F)(F)F)=O